ClC1=CC2=C(C(=CS2)S(=O)(=O)NC2=C(C=C(C(=C2)F)Cl)F)C=C1 6-chloro-N-(4-chloro-2,5-difluorophenyl)-1-benzothiophene-3-sulfonamide